3-methyl-1,2,3,3a,4,9-hexahydropyrrolo[2,1-b]quinazolin-9-one CC1CCN2C1NC=1C=CC=CC1C2=O